3-(((benzyloxy)carbonyl)amino)-1-(tert-butoxycarbonyl)azetidine-3-carboxylic acid C(C1=CC=CC=C1)OC(=O)NC1(CN(C1)C(=O)OC(C)(C)C)C(=O)O